2-(1-(4-(trifluoromethyl)phenyl)cyclopropyl)-5,6,7,8-tetrahydropyrido[4,3-d]pyrimidin-4(3H)-one FC(C1=CC=C(C=C1)C1(CC1)C=1NC(C2=C(N1)CCNC2)=O)(F)F